FC1=CC(=CC(=N1)N1C(C2=C(N=C(N=C2)N2N=CC=C2)CC1)OC)OC 6-(6-fluoro-4-methoxy-2-pyridyl)-5-methoxy-2-pyrazol-1-yl-7,8-dihydro-5H-pyrido[4,3-d]pyrimidine